[Si](C1=CC=CC=C1)(C1=CC=CC=C1)(C(C)(C)C)OC[C@H]1[C@@H](C1)[C@@H](CC=C)O (R)-1-((1R,2R)-2-(((tert-butyldiphenylsilyl)oxy)methyl)cyclopropyl)but-3-en-1-ol